N-(2-(5-(3-cyano-6-(2-hydroxy-2-methylpropoxy)pyrazolo[1,5-a]pyridin-4-yl)pyridin-2-yl)-5-methyloctahydrocyclopenta[c]pyrrol-5-yl)-3-fluoro-6-methyl-picolinamide C(#N)C=1C=NN2C1C(=CC(=C2)OCC(C)(C)O)C=2C=CC(=NC2)N2CC1C(C2)CC(C1)(C)NC(C1=NC(=CC=C1F)C)=O